1-methylpyrrolidine-3-boronic acid CN1CC(CC1)B(O)O